(3-nitrobenzyl)-2,6-dihydropyrrolo[3,4-c]pyrazole-5(4H)-carboxylic acid tert-butyl ester C(C)(C)(C)OC(=O)N1CC2=NN(C=C2C1)CC1=CC(=CC=C1)[N+](=O)[O-]